4-((3-((difluoromethyl)sulfonyl)pyridin-2-yl)amino)-N-(methyl-d3)-6-(3-methyl-2-oxoimidazolidin-1-yl)pyridazine-3-carboxamide FC(S(=O)(=O)C=1C(=NC=CC1)NC1=C(N=NC(=C1)N1C(N(CC1)C)=O)C(=O)NC([2H])([2H])[2H])F